ClC1=C(C=C(C=C1)N1CC2(C3=NC=CC=C31)CC(C2)OC)F 1'-(4-chloro-3-fluorophenyl)-3-methoxy-1',2'-dihydrospiro[cyclobutane-1,3'-pyrrolo[3,2-b]pyridine]